tert-butyl (S)-(1-(4-(bicyclo[2.2.2]octan-1-ylmethoxy)phenyl)-2-hydroxy-2-methylpropyl)carbamate C12(CCC(CC1)CC2)COC2=CC=C(C=C2)[C@@H](C(C)(C)O)NC(OC(C)(C)C)=O